CN(C(/C=C/C1=CC2=C(NC([C@H](CC2)NC(OC(C)(C)C)=O)=O)N=C1)=O)CC=1OC2=C(C1C)C=C(C=C2)OC=2C=NC=CC2 tert-butyl (S,E)-(3-(3-(methyl((3-methyl-5-(pyridin-3-yloxy)benzofuran-2-yl)methyl)amino)-3-oxoprop-1-en-1-yl)-8-oxo-6,7,8,9-tetrahydro-5H-pyrido[2,3-b]azepin-7-yl)carbamate